2,3,6-trichlorophenol acetate C(C)(=O)OC1=C(C(=CC=C1Cl)Cl)Cl